BrC=1C(=C(C(=CC1)N)N)I bromo-3-iodobenzene-1,2-diamine